(E)-N'-(3,5-dimethoxybenzylidene)-4-(4-ethoxyphenyl)pyrimidine-2-carbohydrazide COC=1C=C(\C=N\NC(=O)C2=NC=CC(=N2)C2=CC=C(C=C2)OCC)C=C(C1)OC